1-methyl-4-((1,2,3,4-tetrahydroisoquinolin-8-yl)amino)pyrrolidin-2-one CN1C(CC(C1)NC=1C=CC=C2CCNCC12)=O